S1N=CC(=C1)C1=CSC=2C1=NC(=CC2)C=2C=NN(C2)C 3-(isothiazol-4-yl)-5-(1-methyl-1H-pyrazol-4-yl)thieno[3,2-b]pyridine